COC1=CC(=CC2=CN(N=C12)C)C=1N=CC2=C(N1)SC(=N2)N(C2CC(NC(C2)(C)C)(C)C)C 5-(7-Methoxy-2-methyl-2H-indazol-5-yl)-N-methyl-N-(2,2,6,6-tetramethylpiperidin-4-yl)[1,3]thiazolo[5,4-d]pyrimidin-2-amin